ClC=1C=C(C=CC1)N1N=C(C2=C1C(N(CC2)C2=NC=1CN(CCC1C=C2)C(=O)OC(C)(C)C)=O)C(=O)OCC tert-butyl 2-[1-(3-chlorophenyl)-3-ethoxycarbonyl-7-oxo-4,5-dihydropyrazolo[3,4-c]pyridin-6-yl]-6,8-dihydro-5H-1,7-naphthyridine-7-carboxylate